ethylene glycol mono-2-ethyl hexyl ether C(CCCCC)OCCOCC